(2S,4r)-1-[(2S)-2-(4-cyclopropyltriazol-1-yl)-3,3-dimethyl-butyryl]-4-hydroxy-N-(3-oxabicyclo[4.1.0]heptane-7-yl)pyrrolidine-2-carboxamide 2-(methoxy(methyl)amino)-2-oxoethylcarbamate CON(C(CNC(O)=O)=O)C.C1(CC1)C=1N=NN(C1)[C@H](C(=O)N1[C@@H](C[C@H](C1)O)C(=O)NC1C2CCOCC12)C(C)(C)C